5-chloro-1-methyl-1,8-naphthyridin-2(1H)-one ClC1=C2C=CC(N(C2=NC=C1)C)=O